N1=CN=CC(=C1)C1=C2CCOC(C2=CC=C1)CNC(OC(C)(C)C)=O tert-Butyl (5-(pyrimidin-5-yl)isochroman-1-yl)methylcarbamate